ClC1=CC=C(C=C1)C1=C(CCC(C1)(C)C)CN1[C@H]2CN([C@@H](C1)C2)CC=2C(=C1CN(C(C1=CC2)=O)C2C(NC(CC2)=O)=O)F 3-(5-(((1R,4R)-5-((4'-chloro-5,5-dimethyl-3,4,5,6-tetrahydro-[1,1'-biphenyl]-2-yl)methyl)-2,5-diazabicyclo[2.2.1]heptan-2-yl)methyl)-4-fluoro-1-oxoisoindolin-2-yl)piperidine-2,6-dione